N-[5-({3-[5-(acetyl-hydroxy-amino)-pentylcarbamoyl]-propionyl}-hydroxy-amino)-pentyl]-N'-(5-amino-pentyl)-N'-hydroxy-butanediamide C(C)(=O)N(CCCCCNC(=O)CCC(=O)N(CCCCCNC(CCC(=O)N(O)CCCCCN)=O)O)O